NC1=NC=CC(=N1)OC1=CC(=C(C=C1)N1C(N(C[C@@H]1O)C1=CC(=CC=C1)C(F)(F)F)=O)C (4S)-3-[4-(2-aminopyrimidin-4-yl)oxy-2-methyl-phenyl]-4-hydroxy-1-[3-(trifluoromethyl)phenyl]imidazolidin-2-one